CON=C(C(=O)NC)C1=C(C=CC=C1)C=NOC(C)C1=CC(=CC=C1)C(F)(F)F α-[methoxyimino]-N-methyl-2-[[[1-[3-(trifluoromethyl)phenyl]ethoxy]imino]methyl]benzeneacetamide